3-[1-[[3-(aminomethyl)phenyl]methyl]-2-tert-butoxy-2-oxoethyl]pyrrolidine-1-carboxylic acid tert-butyl ester C(C)(C)(C)OC(=O)N1CC(CC1)C(C(=O)OC(C)(C)C)CC1=CC(=CC=C1)CN